((1-ethyl-1H-1,2,3-triazol-4-yl)methoxy)-2,2-dimethyl-3-(4-methyl-3-(((S)-4-methyl-1,1-dioxido-4,5-dihydropyrido[4,3-f][1,2]thiazepin-2(3H)-yl)methyl)phenyl)propanoic acid C(C)N1N=NC(=C1)COC(C(C(=O)O)(C)C)C1=CC(=C(C=C1)C)CN1S(C2=C(C[C@@H](C1)C)C=CN=C2)(=O)=O